S-(p-tolylethynyl)benzenesulfonothioate C1(=CC=C(C=C1)C#CS=S(=O)([O-])C1=CC=CC=C1)C